2-(1,3-dithiolan-2-yl)-3-isopropoxy-3-oxopropanoic acid S1C(SCC1)C(C(=O)O)C(=O)OC(C)C